dihydroxy-4,4'-bismaleimidyl-biphenyl OC=1C(=C(C=CC1N1C(C=CC1=O)=O)C1=CC=C(C=C1)N1C(C=CC1=O)=O)O